C1(CC1)N1CCN(CC1)C1=C(C=C(C(=C1)OC)C1=NC=C2C=C(C=3N(C2=C1)C=CN3)C3=C(C(=CC(=C3Cl)OC)OC)Cl)NC(C#C)=O N-(2-(4-cyclopropylpiperazin-1-yl)-5-(4-(2,6-dichloro-3,5-dimethoxyphenyl)imidazo[1,2-a][1,6]naphthyridin-8-yl)-4-methoxyphenyl)propynamide